N4-((1s,4s)-4-aminocyclohexyl)-N2-(3,5-dichlorophenyl)-5-(1-methyl-1H-pyrazol-4-yl)pyrimidine-2,4-diamine NC1CCC(CC1)NC1=NC(=NC=C1C=1C=NN(C1)C)NC1=CC(=CC(=C1)Cl)Cl